N-[4-(Difluoromethoxy)-3-fluoro-phenyl]-6-[(3S)-pyrrolidin-3-yl]oxy-pyrido[3,2-d]pyrimidin-4-amine FC(OC1=C(C=C(C=C1)NC=1C2=C(N=CN1)C=CC(=N2)O[C@@H]2CNCC2)F)F